CC1=CC=CC2=C1N(C[C@@H]1[C@@H](C(N2)=O)N(C(C1)=O)C1=NC(=CC(=C1)C(F)(F)F)C)CCN1CCN(CC1)C (3AR,11aS)-6-methyl-1-(6-methyl-4-(trifluoromethyl)pyridin-2-yl)-5-(2-(4-methylpiperazin-1-yl)ethyl)-1,3a,4,5,10,11a-hexahydro-2H-benzo[b]pyrrolo[2,3-f][1,4]diazocine-2,11(3H)-dione